FCS(=O)(=O)N[C@@H]1[C@@H](N(CC12CC2)C(=O)[C@@H]2OCC2)CC=2C(=C(C=CC2)C2=CC(=CC=C2)C([2H])([2H])[2H])F 1-fluoro-N-((6S,7S)-6-((2-fluoro-3'-(methyl-d3)-[1,1'-biphenyl]-3-yl)methyl)-5-((R)-oxetane-2-carbonyl)-5-azaspiro[2.4]heptan-7-yl)methanesulfonamide